O=C1NC2(C(N1C1=CC=C(C=C1)C(F)(F)F)=O)CCN(CC2)C(=O)OC(C)(C)C tert-butyl 2,4-dioxo-3-[4-(trifluoromethyl) phenyl]-1,3,8-triazaspiro[4.5]decane-8-carboxylate